2,4,6-trichloro-1,3,5-tri-azine ClC1=NC(=NC(=N1)Cl)Cl